S1C2=C(C=C1N)C=CC=C2 benzo[b]thiophen-2-amine